ClC1=C(C=CC=C1C1=CC2=C(OCCO2)C=C1)B1OC(C(O1)(C)C)(C)C 2-[2-chloro-3-(2,3-dihydro-1,4-benzodioxin-6-yl)phenyl]-4,4,5,5-tetramethyl-1,3,2-dioxaborolane